2-[3-Cyclopropyl-5-(trifluoromethyl)pyrazol-1-yl]-1-[(2R,3R)-2-(2-chloro-3-methyl-phenyl)-3-(3-methyl-3,8-diazabicyclo[3.2.1]octan-8-yl)pyrrolidin-1-yl]ethanone C1(CC1)C1=NN(C(=C1)C(F)(F)F)CC(=O)N1[C@@H]([C@@H](CC1)N1C2CN(CC1CC2)C)C2=C(C(=CC=C2)C)Cl